FC1(CCC(CC1)[C@@H](C=1N=C2N(N=C(C(=C2)N(C)C)CC2(C(NCC(C2)(F)F)=O)C(=O)O)C1)NC(=O)C1=CC=NN1CC)F 3-((2-((S)-(4,4-difluorocyclohexyl)(1-ethyl-1H-pyrazole-5-carboxamido)methyl)-7-(dimethylamino)imidazo[1,2-b]pyridazin-6-yl)methyl)-5,5-difluoro-2-oxopiperidine-3-carboxylic acid